CC1=CC=CC(=N1)CN 1-(6-methylpyridin-2-yl)methylamine